CC1=C(C=CC=N1)NS(=O)(=O)C 6-methyl-5-(methylsulfonylamino)pyridine